FC(OC1=CC(=C(C2=C1N(N=N2)C)C)[C@@H](CC(=O)OCC)C=2C=C(C1=C(C=CS1)C2)CO)F ethyl (3S)-3-[7-(difluoromethoxy)-1,4-dimethyl-1H-benzotriazol-5-yl]-3-[7-(hydroxymethyl)-1-Benzothiophen-5-yl]propanoate